(2-chloro-3-(4-chloro-5-(4-formyl-3-methoxyphenyl)pyridin-3-yl)phenyl)-2-methoxynicotinaldehyde ClC1=C(C=CC=C1C=1C=NC=C(C1Cl)C1=CC(=C(C=C1)C=O)OC)C1=NC(=C(C=O)C=C1)OC